C[C@H]1CC(C2=CC=CC=C12)=O (S)-3-methyl-2,3-dihydro-1H-inden-1-one